ClC=1C=C(C=CC1F)[C@]1(CN2[C@@H](CO1)CN(CC2)C(=O)C2=C(C(=CC=C2)OC)Cl)O [(3S,9aR)-3-(3-Chloro-4-fluorophenyl)-3-hydroxy-1,4,6,7,9,9a-hexahydropyrazino[2,1-c][1,4]oxazin-8-yl]-(2-chloro-3-methoxyphenyl)methanon